N1(N=NC2=C1C=CC=C2)OC2=NC(=CC1=CN=C(C=C21)Cl)C 1-((1H-benzo[d][1,2,3]triazol-1-yl)oxy)-7-chloro-3-methyl-2,6-naphthyridine